C(C)(C)(C)N(C(=O)O[C@@H](CNCCC(C)(C)C1CCC(CC1)OC)C1=CC(=CC=C1)F)C1=CC(=C(C=C1)C=1C(=NC=CC1)C)F (R)-1-(3-fluorophenyl)-2-((3-((1s,4S)-4-methoxycyclohexyl)-3-methylbutyl)amino)ethan-1-ol Tert-butyl-(3-fluoro-4-(2-methylpyridin-3-yl)phenyl)carbamate